COC1=C(C=C(C=C1)B(O)O)C1=CC(=C2C=CN=NC2=C1)OC [4-methoxy-3-(5-methoxycinnolin-7-yl)phenyl]boronic acid